C1(CCCC1)N1C=C(C2=C1N=CN=C2N2[C@H](CN(CC2)C(=O)OC(C)(C)C)C)N2CCCC2 tert-Butyl (S)-4-(7-cyclopentyl-5-(pyrrolidin-1-yl)-7H-pyrrolo[2,3-d]pyrimidin-4-yl)-3-methylpiperazine-1-carboxylate